C(C)C(CC(=O)O)CCC 3-ETHYLHEXANOIC ACID